BrC1=CC2=CN(N=C2C=C1OC)[C@H]1[C@@H](C[C@@]2(CCN(C2)C(=O)OC(C)(C)C)CC1)C |r| rac-tert-butyl (5R,7R,8R)-8-(5-bromo-6-methoxy-2H-indazol-2-yl)-7-methyl-2-azaspiro[4.5]decane-2-carboxylate